CC(C(OCC)=O)N(C(CCOCCOCCNC(CCCC(=O)O)=O)=O)C 5,6-dimethyl-4,7,17-trioxo-3,10,13-trioxa-6,16-diazahenicosan-21-oic acid